C(C)OC1=C(C(=O)N)C=CC=C1 ethoxybenzoamide